1,3-bis[5-(4-tert-butylphenyl)-2-[1,3,4]oxadiazolyl]benzene C(C)(C)(C)C1=CC=C(C=C1)C1=NN=C(O1)C1=CC(=CC=C1)C=1OC(=NN1)C1=CC=C(C=C1)C(C)(C)C